(E)-N-(2-chlorophenyl)-3-ethoxyacrylamide ClC1=C(C=CC=C1)NC(\C=C\OCC)=O